6-[4-[3-(4-oxo-3H-pyrido[3,4-d]pyrimidin-2-yl)propionyl]piperazin-1-yl]pyridine-3-carbonitrile O=C1C2=C(N=C(N1)CCC(=O)N1CCN(CC1)C1=CC=C(C=N1)C#N)C=NC=C2